NC1(CN(CC1)C1=CC=C(C(=C1CN1C2=NC=NC(=C2N=C1)N)C(F)(F)F)F)C1=NC=CC=C1 9-(6-(3-amino-3-(pyridin-2-yl)pyrrolidin-1-yl)-3-fluoro-2-(trifluoromethyl)benzyl)-9H-purin-6-amine